tert-Butyl (2-(3-chloro-6-((3,4-dichlorophenyl)amino)-9H-carbazol-9-yl)ethyl)carbamate ClC=1C=CC=2N(C3=CC=C(C=C3C2C1)NC1=CC(=C(C=C1)Cl)Cl)CCNC(OC(C)(C)C)=O